(2S,5R)-tert-butyl 2-(3-bromophenyl)-5-methylpiperazine-1-carboxylate BrC=1C=C(C=CC1)[C@@H]1N(C[C@H](NC1)C)C(=O)OC(C)(C)C